C(C)(C)(C)OC(=O)O[C@@H]1[C@H]([C@H](N(C1)C(=O)OC(C)(C)C)CC1=CC=C(C=C1)OC)OC(NCC#C)=O tert-butyl (2R,3S,4S)-4-[(tert-butoxycarbonyl)oxy]-2-[(4-methoxyphenyl)methyl]-3-{[(prop-2-yn-1-yl)carbamoyl]oxy}pyrrolidine-1-carboxylate